(S)-N-methyl-3-(1-(3-(1-(4-methyl-4H-1,2,4-triazol-3-ylsulfanyl)ethyl)phenyl)-1H-1,2,3-triazol-4-yl)benzamide hexyldecyl-isostearate C(CCCCC)C(C(=O)O)(CCCCCCCCCCCCCC(C)C)CCCCCCCCCC.CNC(C1=CC(=CC=C1)C=1N=NN(C1)C1=CC(=CC=C1)[C@H](C)SC1=NN=CN1C)=O